4-(5-(tert-butoxy)pyridin-2-yl)-N-(3-chloro-5-(methylsulfonamido)phenyl)-5-methylthiophene-2-carboxamide C(C)(C)(C)OC=1C=CC(=NC1)C=1C=C(SC1C)C(=O)NC1=CC(=CC(=C1)NS(=O)(=O)C)Cl